C(C)(=O)OC(C(=O)NC1=CC(=C(C=C1)C=1C=NC(=CC1)N)C)C1=CC(=CC(=C1)F)F 2-((4-(6-aminopyridin-3-yl)-3-methylphenyl)amino)-1-(3,5-difluoro phenyl)-2-oxoethyl acetate